O1NC(CC1)=O C1,2-oxazolidinone